2,6-di-methyl-p-phenylene-diamine CC1=C(C(=CC(=C1)N)C)N